N1C[C@@H](CC1)N1CCN(CC1)C(C)=O (R)-1-(4-(Pyrrolidin-3-yl)piperazin-1-yl)ethan-1-one